FC1=C(C#N)C=CC(=C1)C=1C2=C(C=NC1C=1C=C3C=NN(C3=CC1)C)N(C=N2)CC2CC(N(C(C2)C)C)C 2-fluoro-4-(6-(1-methyl-1H-indazol-5-yl)-3-((1,2,6-trimethylpiperidin-4-yl)methyl)-3H-imidazo[4,5-c]pyridin-7-yl)benzonitrile